(2S)-4-(2-chloro-6-((1-(methoxycarbonyl)-5-(trifluoromethyl)-1,2,3,4-Tetrahydronaphthalen-1-yl)methyl)-5-nitropyrimidin-4-yl)-2-(cyanomethyl)piperazine-1-carboxylate ClC1=NC(=C(C(=N1)N1C[C@@H](N(CC1)C(=O)[O-])CC#N)[N+](=O)[O-])CC1(CCCC2=C(C=CC=C12)C(F)(F)F)C(=O)OC